(4-(3-isobutoxyoxetan-3-yl)phenyl)(5-(4-(trifluoromethyl)phenyl)hexahydropyrrolo[3,4-c]pyrrol-2(1H)-yl)methanone C(C(C)C)OC1(COC1)C1=CC=C(C=C1)C(=O)N1CC2CN(CC2C1)C1=CC=C(C=C1)C(F)(F)F